COC1=CC=C(C=C1)C1=NOC(=C1)NC1=NC(=NC=C1)NN1CCCCC1 N4-(3-(4-Methoxyphenyl)isoxazol-5-yl)-N2-(piperidin-1-yl)pyrimidine-2,4-diamine